ClC=1C=CC(=NC1)[C@@H](C1=CC=C(C(=O)N)C=C1)OC1=CC=C2C(CCOC2=C1C)=O (R)-4-((5-chloropyridin-2-yl)((8-methyl-4-oxochroman-7-yl)oxy)methyl)benzamide